ClC1=C2OC=3C=C(C=CC3C(C2=CC(=C1)Cl)=O)N1CC(CC1)C(=O)O 1-(5,7-dichloro-9-oxo-xanthen-3-yl)pyrrolidine-3-carboxylic acid